8-Bromo-10-methyl-2,3,4,4a,5,6-hexahydro-1H-pyrazino[1,2-a]quinoline BrC=1C=C2CCC3N(C2=C(C1)C)CCNC3